BrC=1C=C(C(=O)O)C=C(C1)Cl 3-bromo-5-chloro-benzoic acid